COC(=O)C1=CC(=C2CCN(CC2=C1)CC12CC3CC(CC(C1)C3)C2)F 2-(((3r,5r,7r)-adamantan-1-yl)methyl)-5-fluoro-1,2,3,4-tetrahydroisoquinoline-7-carboxylic acid methyl ester